S(=O)(O)CCCC1COC=2C(O1)=CSC2 2-(3-sulfinopropyl)-2,3-dihydrothieno[3,4-b][1,4]dioxin